2-Methyl-N-[(1R)-1-(1-naphthyl)ethyl]-5-(4-sulfamoylpiperazin-1-yl)benzamide CC1=C(C(=O)N[C@H](C)C2=CC=CC3=CC=CC=C23)C=C(C=C1)N1CCN(CC1)S(N)(=O)=O